(3S,6S,7R)-12-(benzyloxy)-N-(2,4-difluorobenzyl)-6-hydroxy-3-methyl-1,11-dioxo-1,6,7,11-tetrahydro-3H-2,7-methanopyrido[1,2-a][1,4]diazonine-6-d-10-carboxamide C(C1=CC=CC=C1)OC=1C(C(=CN2C1C(N1[C@H](C=C[C@]([C@H]2C1)([2H])O)C)=O)C(=O)NCC1=C(C=C(C=C1)F)F)=O